C(C1=CC=CC=C1)OCC1OCC(OC1)CI 2-((benzyloxy)methyl)-5-(iodomethyl)-1,4-dioxan